C(C)(C)(C)OC(=O)N1[C@H](CC[C@@H](C1)NC(COC1=CC(=C(C=C1)Cl)F)=O)C=1N=C2N(C=C(C=C2)C(F)(F)F)C1.C1=CC=CC=2C3=CC=CC=C3NC12 carbazole tert-butyl-(2R,5S)-5-[[2-(4-chloro-3-fluoro-phenoxy)acetyl]amino]-2-[6-(trifluoromethyl)imidazo[1,2-a]pyridin-2-yl]piperidine-1-carboxylate